(2S,4R)-2-((difluoromethoxy)methyl)-4-hydroxypyrrolidine-1-carboxylic acid tert-butyl ester C(C)(C)(C)OC(=O)N1[C@@H](C[C@H](C1)O)COC(F)F